2,4-di-n-nonylphenol C(CCCCCCCC)C1=C(C=CC(=C1)CCCCCCCCC)O